Isodecyl Cinnamate (3,7-dimethyloctan-1-yl cinnamate) CC(CCC(C(=O)O)=CC1=CC=CC=C1)CCCC(C)C.C(C=CC1=CC=CC=C1)(=O)OCCCCCCCC(C)C